6-(4-(difluoromethoxy)phenyl)-4-(trifluoromethyl)-4,5-dihydropyridazin-3(2H)-one FC(OC1=CC=C(C=C1)C=1CC(C(NN1)=O)C(F)(F)F)F